BrC1=CC(=C(CN)C=C1)I 4-bromo-2-iodobenzyl-amine